BrC=1C=NN2C1N=C(N=C2NCC2=NC1=C(N2)C=CC(=C1)OC)S(=O)(=O)C 8-bromo-N-[(5-methoxy-1H-benzimidazol-2-yl)methyl]-2-methylsulfonyl-pyrazolo[1,5-a][1,3,5]triazin-4-amine